N-[(1S)-3-[(2S)-2-ethyl-1-piperidyl]-1-[[(1S)-1-(4-fluoro-1H-benzimidazol-2-yl)ethyl]carbamoyl]-3-oxo-propyl]-4-methyl-pentanamide C(C)[C@@H]1N(CCCC1)C(C[C@@H](C(N[C@@H](C)C1=NC2=C(N1)C=CC=C2F)=O)NC(CCC(C)C)=O)=O